triphenylphosphonium triflate salt [O-]S(=O)(=O)C(F)(F)F.C1(=CC=CC=C1)[PH+](C1=CC=CC=C1)C1=CC=CC=C1